FC(C=1OC(=NN1)C=1C=NC(=CC1)CN1N=NC(=C1)C1=NC=CC=C1)F 2-(difluoromethyl)-5-(6-((4-(pyridin-2-yl)-1H-1,2,3-triazol-1-yl)methyl)pyridin-3-yl)-1,3,4-oxadiazole